C1=C(C=CC2=CC=CC=C12)S(=O)(=O)OC=1C=C(C=CC1)NC(=O)NC1=CC(=CC=C1)OS(=O)(=O)C1=CC2=CC=CC=C2C=C1 N-[3-(2-naphthalenesulfonyloxy)phenyl]-N'-[3-(2-naphthalenesulfonyloxy)phenyl]urea